1-((2R,5S)-4-(4-(5-chloro-6-methyl-1H-indazol-4-yl)-7-(((S)-1-methylpyrrolidin-2-yl)methoxy)furo[2,3-f]quinazolin-9-yl)-2,5-dimethylpiperazin-1-yl)prop-2-en-1-one ClC=1C(=C2C=NNC2=CC1C)C1=C2C(=C3C(=NC(=NC3=C1)OC[C@H]1N(CCC1)C)N1C[C@H](N(C[C@@H]1C)C(C=C)=O)C)OC=C2